4-(3-buten-1-yloxy)aniline C(CC=C)OC1=CC=C(N)C=C1